4-(4-phenylthiophene-2-yl)-4-oxobutyric acid C1(=CC=CC=C1)C=1C=C(SC1)C(CCC(=O)O)=O